4-(6-cyclopentyl-2-(1-(4-methoxybenzyl)-3-(trifluoromethyl)-1H-1,2,4-triazol-5-yl)imidazo[1,2-a]pyrimidin-3-yl)-N,N-dimethyl-1H-imidazole-1-sulfonamide C1(CCCC1)C=1C=NC=2N(C1)C(=C(N2)C2=NC(=NN2CC2=CC=C(C=C2)OC)C(F)(F)F)C=2N=CN(C2)S(=O)(=O)N(C)C